OC12C(=NC3=CN=CC=C3C1=O)N(CC2)C2=CC=C(C=C2)N2CCOCC2 3a-hydroxy-1-[4-(morpholine-4-yl)phenyl]-1H,2H,3H,3aH,4H-pyrrolo[2,3-b]1,7-naphthyridin-4-one